5-chloro-3-(2-(3-(2,6-dimethylphenyl)-4-oxothiazolidin-2-ylidene)hydrazono)indol-2-one ClC=1C=C2C(C(NC2=CC1)=O)=NN=C1SCC(N1C1=C(C=CC=C1C)C)=O